CC=1C2=C(N=CN1)N(C1=C2N=CC=C1)[C@H]1[C@H](O)[C@H](O)[C@H](O1)CO 4-Methyl-9-(β-D-ribofuranosyl)-9H-pyrido[2',3':4,5]pyrrolo[2,3-d]pyrimidine